2-((2-ethyl-6-fluoro-5-(4-(2-(3-hydroxyazetidin-1-yl)-2-oxoethyl)piperazin-1-yl)pyrazolo[1,5-a]pyridin-3-yl)(methyl-d3)amino)-4-(4-fluorophenyl-2,3,5,6-d4)thiazole-5-carbonitrile C(C)C1=NN2C(C=C(C(=C2)F)N2CCN(CC2)CC(=O)N2CC(C2)O)=C1N(C=1SC(=C(N1)C1=C(C(=C(C(=C1[2H])[2H])F)[2H])[2H])C#N)C([2H])([2H])[2H]